CC1=NC(=CC(=C1)NC(=O)C1=NC(=CC=C1)N1CCN(CCC1)C1CCN(CC1)C(C)C)C N-(2,6-Dimethylpyridin-4-yl)-6-{4-[1-(propan-2-yl)piperidin-4-yl]-1,4-diazepan-1-yl}pyridine-2-carboxamide